C(C)(C)(C)OC(=O)N1CC2(CC1)CN(CC2)C=2C=CC=1C(C3=CC=CC(=C3OC1C2)F)=O 7-(5-fluoro-9-oxo-xanthen-3-yl)-2,7-diazaspiro[4.4]Nonane-2-carboxylic acid tert-butyl ester